FC=1C=C(C=CC1)C=1C=CC(=NC1)NC=1C=C(C(=O)NCCC2CCN(CC2)C)C=CC1 3-((5-(3-fluorophenyl)pyridin-2-yl)amino)-N-(2-(1-methylpiperidin-4-yl)ethyl)benzamide